diketotrimethylplatinum (IV) O=[Pt-3](C)(C)(C)=O